ClC1=CC(=C(C=C1)[C@@H](CCCCC)O)C1=NN=NN1 (R)-1-(4-Chloro-2-(1H-tetrazol-5-yl)phenyl)hexan-1-ol